Cobalt-Rhodium [Rh].[Co]